CC=1C(=CC2=C(C=NO2)C1)O 5-methylbenzo[d]isoxazol-6-ol